N-(4-bromo-2,5-difluorophenyl)-6-(methoxy-d3)-6-(trifluoromethyl)-4,5,6,7-tetrahydro-1H-indole-3-sulfonamide BrC1=CC(=C(C=C1F)NS(=O)(=O)C1=CNC=2CC(CCC12)(C(F)(F)F)OC([2H])([2H])[2H])F